C1(CCCCC1)OC(C(CC=1C=C2C=NNC2=C(C1)C)NC(=O)N1CCC(CC1)N1C(NC2=CC=CC=C2C1)=O)=O 3-(7-Methyl-1H-indazol-5-yl)-2-{[4-(2-oxo-1,4-dihydro-2H-quinazolin-3-yl)-piperidine-1-carbonyl]-amino}-propionic acid cyclohexyl ester